O1C(=CC(=S)C=2C(O)=CC(O)=CC12)C1=CC(O)=C(O)C=C1 thioluteolin